OC(C(C(=O)N)N1C(C2(C1)N(CCC2)C(C(C)C)=O)=O)C 3-hydroxy-2-(5-isobutyryl-1-oxo-2,5-diazaspiro[3.4]octan-2-yl)butanamide